5-chloroisonicotinate ClC1=CN=CC=C1C(=O)[O-]